2-((2S,3R)-3-((tert-butoxycarbonyl)amino)-4-(4-chlorophenyl)-2-hydroxybutanamido)-2-(3-(trifluoromethoxy)phenyl)acetic acid C(C)(C)(C)OC(=O)N[C@@H]([C@@H](C(=O)NC(C(=O)O)C1=CC(=CC=C1)OC(F)(F)F)O)CC1=CC=C(C=C1)Cl